3-(4-(8-(methylamino)oct-1-yn-1-yl)-1-oxoisoindolin-2-yl)piperidine-2,6-dione CNCCCCCCC#CC1=C2CN(C(C2=CC=C1)=O)C1C(NC(CC1)=O)=O